(2S,3R)-3-((2-amino-6-methylpyridin-4-yl)methyl)-N2-(1-methyl-1H-pyrazol-4-yl)-N1-((R)-1-(3,5-difluorophenyl)propyl)-N2-methyl-4-oxoazetidine-1,2-dicarboxamide NC1=NC(=CC(=C1)C[C@@H]1[C@H](N(C1=O)C(=O)N[C@H](CC)C1=CC(=CC(=C1)F)F)C(=O)N(C)C=1C=NN(C1)C)C